C(#N)C=1C=C2C(C3=NC4=CC=C(C=C4C(N3C2=CC1)=O)NC(OC(C)(C)C)=O)=O tert-butyl (8-cyano-6,12-dioxo-6,12-dihydroindolo[2,1-b]quinazolin-2-yl)carbamate